2-{3-[2-(difluoromethoxy)pyridin-4-yl]-1,2,4-oxadiazol-5-yl}-1,1-difluoro-6-azaspiro[2.5]octane-6-carboxylic acid tert-butyl ester C(C)(C)(C)OC(=O)N1CCC2(C(C2(F)F)C2=NC(=NO2)C2=CC(=NC=C2)OC(F)F)CC1